C(C)C=1C=C(C=CC1O)N1C2(CCC2)C(N(C1=S)C=1C=C(C(=NC1)C#N)C(F)(F)F)=O 5-(5-(3-Ethyl-4-hydroxyphenyl)-8-oxo-6-thioxo-5,7-diazaspiro[3.4]oct-7-yl)-3-(trifluoromethyl)pyridinecarbonitrile